5-bromo-3-((3,4-dimethoxyphenyl)ethynyl)pyrazin-2-amine BrC=1N=C(C(=NC1)N)C#CC1=CC(=C(C=C1)OC)OC